Iron (II) formate C(=O)[O-].[Fe+2].C(=O)[O-]